3-(4-(trifluoromethyl)phenyl)piperidine FC(C1=CC=C(C=C1)C1CNCCC1)(F)F